4-(2-(2-aminopyridin-3-yl)-5-phenyl-3H-imidazo[4,5-b]pyridin-3-yl)-N-(3-formyl-4-hydroxybenzyl)benzamide NC1=NC=CC=C1C1=NC=2C(=NC(=CC2)C2=CC=CC=C2)N1C1=CC=C(C(=O)NCC2=CC(=C(C=C2)O)C=O)C=C1